FC1C(CC(=CC1=O)NC1=NC=CC=C1I)(C)C 6-fluoro-3-[(3-iodo-2-pyridyl)amino]-5,5-dimethyl-cyclohex-2-en-1-one